5-(1-(tert-Butoxycarbonyl)piperidin-4-yl)-2-(5-chloro-1-ethyl-6-oxo-1,6-dihydropyridin-3-yl)-3-isopropyl-1H-indole-1-carboxylic acid tert-butyl ester C(C)(C)(C)OC(=O)N1C(=C(C2=CC(=CC=C12)C1CCN(CC1)C(=O)OC(C)(C)C)C(C)C)C1=CN(C(C(=C1)Cl)=O)CC